2-(4-(5-(3,5-difluorophenyl)-4,5-dihydro-1H-pyrazole-1-carbonyl)piperazin-1-yl)-5-fluoro-N,N-dimethylpyrimidine-4-carboxamide FC=1C=C(C=C(C1)F)C1CC=NN1C(=O)N1CCN(CC1)C1=NC=C(C(=N1)C(=O)N(C)C)F